COC=1C=C(C=CC1OC)C1=CC=NC=2N1N=C(C2)C(=O)NC2=CC=C(C=C2)OCOCCOC 7-(3,4-dimethoxyphenyl)-N-(4-((2-methoxyethoxy)methoxy)phenyl)pyrazolo[1,5-a]pyrimidine-2-carboxamide